FC=1C=C2C3=C(NC2=CC1F)C(=NC(=C3)C(=O)O)C3=CC=C(C=C3)N(S(=O)(=O)C3=CC=CC=C3)C 6,7-difluoro-1-(4-(N-methylphenylsulfonamido)phenyl)-9H-pyrido[3,4-b]indole-3-carboxylic acid